N-(4-chlorophenyl)-N'-(3,4-dichlorophenyl)-urea ClC1=CC=C(C=C1)NC(=O)NC1=CC(=C(C=C1)Cl)Cl